5-(methoxycarbonyl)-2-pyridine-carboxylic acid COC(=O)C=1C=CC(=NC1)C(=O)O